2-(5-(3-(5-(tert-Butyl)isoxazol-3-yl)ureido)benzofuran-2-carbonyl)-4-((4-methylpiperazin-1-yl)methyl)-1H-indol-5-yl [1,4'-bipiperidine]-1'-carboxylate trihydrochloride Cl.Cl.Cl.N1(CCCCC1)C1CCN(CC1)C(=O)OC=1C(=C2C=C(NC2=CC1)C(=O)C=1OC2=C(C1)C=C(C=C2)NC(=O)NC2=NOC(=C2)C(C)(C)C)CN2CCN(CC2)C